ClC=1C=C(C=CC1)N1N=NC(=C1)CN1C2(C3=CC=CC=C3C(C1)O)CCCCC2 2'-((1-(3-chlorophenyl)-1H-1,2,3-triazol-4-yl)methyl)-3',4'-dihydro-2'H-spiro[cyclohexane-1,1'-isoquinolin]-4'-ol